(2R,3S,11bS)-3-isobutyl-9,10-dimethoxy-1,3,4,6,7,11b-hexahydro-2H-pyrido[2,1-a]isoquinolin-2-ol C(C(C)C)[C@@H]1[C@@H](C[C@@H]2N(CCC3=CC(=C(C=C23)OC)OC)C1)O